ethyl-acrylic acid 6-bicyclo[3.2.1]Octyl ester C12CCCC(C(C1)OC(C(=C)CC)=O)C2